FC1=C(C=CC(=C1)F)C(C#N)=C1CCN(CC1)C(=O)N1CCC(CC1)OC 2-(2,4-difluorophenyl)-2-(1-(4-methoxypiperidine-1-carbonyl)piperidin-4-ylidene)acetonitrile